FC(C(=O)O)(F)F.C1(CC1)C=1C=C2C(=NC1)N(C=N2)CC2=C(C1=C(OC(CO1)C=1C=NC(=CC1)OC)C(=C2)F)C 6-cyclopropyl-3-((8-fluoro-2-(6-methoxypyridin-3-yl)-5-methyl-2,3-dihydrobenzo[b][1,4]dioxin-6-yl)methyl)-3H-imidazo[4,5-b]pyridine 2,2,2-trifluoroacetate